FC=1C=C2C3C=CC(C2=CC1F)O3 6,7-Difluoro-1,4-dihydro-1,4-epoxynaphthalene